C[C@H]1CN(C[C@H](C1)C)C=1N=C2N(C(C1)=O)C=C(C=C2[C@@H](C)NC2=C(C(=O)O)C=CC=C2)C 2-(((R)-1-(2-((3R,5S)-3,5-dimethylpiperidin-1-yl)-7-methyl-4-oxo-4H-pyrido[1,2-a]pyrimidin-9-yl)ethyl)amino)benzoic acid